2-(((2S,4s,6S)-6-((4-(3-fluoro-piperidin-1-yl)pyrimidin-2-yl)amino)spiro[3.3]heptan-2-yl)oxy)nicotinamide FC1CN(CCC1)C1=NC(=NC=C1)NC1CC2(CC(C2)OC2=C(C(=O)N)C=CC=N2)C1